O1CCC2=C1C=CC(=C2)CCO 2-(2,3-dihydrobenzofuran-5-yl)ethanol